C1(=CC(=CC(=C1)C(=O)OCCCCCCCC\C=C/C\C=C/CCCCC)C(=O)OCCCCCCCC\C=C/C\C=C/CCCCC)C(=O)OCCCN(CC)CC 1-(3-(diethylamino)propyl) 3,5-di((9Z,12Z)-octadeca-9,12-dien-1-yl) benzene-1,3,5-tricarboxylate